ClC1=C(C=C(N=N1)NC1C[C@@H]2[C@@H](CN(C2)CC2CCOCC2)C1)C(F)(F)F (3aR,5s,6aS)-N-(6-chloro-5-(trifluoromethyl)pyridazin-3-yl)-2-((tetrahydro-2H-pyran-4-yl)methyl)octahydro-cyclopenta[c]pyrrol-5-amine